OC(C(=O)C1=CC=CC=C1)(C)C hydroxy-methyl-phenyl-propane-1-one